tert-butyl N-[(2S)-1-{7-bromo-2-chloro-4-methanesulfonylfuro[3,2-d]pyrimidin-6-yl}propan-2-yl]carbamate BrC1=C(OC2=C1N=C(N=C2S(=O)(=O)C)Cl)C[C@H](C)NC(OC(C)(C)C)=O